FC1=CC=C(C(=O)NC(=N)[C@H]2N3C(N([C@H](CC2)C3)O)=O)C=C1 4-fluoro-N-(((2S,5R)-6-hydroxy-7-oxo-1,6-diazabicyclo[3.2.1]octan-2-yl)(imino)methyl)benzamide